BrC1=C(C(=CC=C1)NC1=C(C=C(C=C1)C(C)(C)C)C1=CC=CC=C1)N 3-bromo-N1-(5-(tert-butyl)-[1,1'-bi-phenyl]-2-yl)benzene-1,2-diamine